5-(2,4-Bis-benzyloxy-5-styrylphenyl)-isoxazole-3-carboxylic Acid Ethylamide C(C)NC(=O)C1=NOC(=C1)C1=C(C=C(C(=C1)C=CC1=CC=CC=C1)OCC1=CC=CC=C1)OCC1=CC=CC=C1